5-[methyl-amino]piperidine CNC1CCCNC1